C(C)(C)(C)OC(NC1CCN(CC1)C1CC(C1)C#CC1=C(C2=C(N=CN=C2N)N1C)C1=CC=C(C=C1)OC1=CC=CC=C1)=O tert-butyl-1-(3-((4-amino-7-methyl-5-(4-phenoxyphenyl)-7H-pyrrolo[2,3-d]pyrimidin-6-yl)ethynyl)cyclobutyl)piperidin-4-ylcarbamate